OC1=C(C=C(C=C1C(C)(C)C)NC1=NC(=NC(=N1)SCCCCCCCC)SCCCCCCCC)C(C)(C)C 6-(4-hydroxy-3,5-di-t-butylphenylamino)-2,4-bis-octylthio-1,3,5-triazine